OC1=C(C(=CC=C1)O)C(C)C 1,3-dihydroxy-2-isopropylbenzene